BrC1=NC2=C(N1C1CC1)C=C(C(=C2)F)F 2-bromo-1-cyclopropyl-5,6-difluoro-1H-benzo[d]imidazole